NC=1N=NC(=CC1N1CC2CCC(C1)N2C2=NC=C(C=N2)N2CCN(CC2)C2CC1(C2)CC(C1)C(=O)O)C1=C(C=CC=C1)O 2-[4-[2-[3-[3-amino-6-(2-hydroxyphenyl)pyridazin-4-yl]-3,8-diazabicyclo[3.2.1]octan-8-yl]pyrimidin-5-yl]piperazin-1-yl]spiro[3.3]heptane-6-carboxylic acid